N(=[N+]=[N-])[C@H]1[C@H](SCC)O[C@@H]([C@H]([C@@H]1OCC1=CC=CC=C1)OCC1=CC=CC=C1)COCC1=CC=CC=C1 Ethyl 2-azido-3,4,6-tri-O-benzyl-2-deoxy-1-thio-β-D-glucopyranoside